(S)-6-(1-amino-1,3-dihydrospiro[indene-2,4'-piperidine]-1'-yl)-3-(1-(3-(trifluoromethyl)phenyl)vinyl)-1,5-dihydro-4H-pyrazolo[3,4-d]pyrimidin-4-one N[C@@H]1C2=CC=CC=C2CC12CCN(CC2)C=2NC(C1=C(N2)NN=C1C(=C)C1=CC(=CC=C1)C(F)(F)F)=O